C(C)(C)(C)OC(=O)N1[C@@H](C[C@H](C1)F)C(C(C(=O)OCC)N1N=C2C(=C(C=C(C2=C1)Cl)C1=CC=C(C=C1)N1CCOCC1)C(F)F)=O |r| rac-(2s,4r)-2-(2-(4-chloro-7-(difluoromethyl)-6-(4-morpholinophenyl)-2H-indazol-2-yl)-3-ethoxy-3-oxopropionyl)-4-fluoropyrrolidine-1-carboxylic acid tert-butyl ester